3-ethyl-perfluorooctanesulfonamide C(C)C(C(C(S(=O)(=O)N)(F)F)(F)F)(C(C(C(C(C(F)(F)F)(F)F)(F)F)(F)F)(F)F)F